1-(2-chloro-1-ethoxyethyl)-4-methoxybenzene ClCC(OCC)C1=CC=C(C=C1)OC